(2Z)-N~5~-((1R)-2-((4-tert-butyl-3-fluorophenyl)amino)-1-(4,4-difluorocyclohexyl)-2-oxoethyl)-3-hydroxypent-2-enediamide C(C)(C)(C)C1=C(C=C(C=C1)NC([C@@H](C1CCC(CC1)(F)F)NC(C/C(=C/C(=O)N)/O)=O)=O)F